4-((5-(4-fluorophenyl)-1-(4-(trifluoromethyl)benzyl)-1H-indole-7-carboxamido)methyl)benzoic acid FC1=CC=C(C=C1)C=1C=C2C=CN(C2=C(C1)C(=O)NCC1=CC=C(C(=O)O)C=C1)CC1=CC=C(C=C1)C(F)(F)F